4-(3-(5-amino-2-chlorophenyl)-1,4-oxazepan-4-yl)-6-methylpyrimidin-2-amine NC=1C=CC(=C(C1)C1COCCCN1C1=NC(=NC(=C1)C)N)Cl